C(CCC)[C@]1(NS(C2=C(N(C1)C1=CC=CC=C1)C=C(C(=C2)OCCC(=O)O)SC)(=O)=O)CC |r| racemic-3-((3-butyl-3-ethyl-7-(methylthio)-1,1-dioxido-5-phenyl-2,3,4,5-tetrahydro-1,2,5-benzothiadiazepin-8-yl)oxy)propanoic acid